(R)-N-(4-(pentafluoro-lambda6-sulfanyl)phenyl)-2-(4-(pyrazolo[1,5-a]pyrimidin-7-yl)cyclohexyl)propanamide FS(C1=CC=C(C=C1)NC([C@H](C)C1CCC(CC1)C1=CC=NC=2N1N=CC2)=O)(F)(F)(F)F